CC1=C(N=C2N(C1=O)C=C(C=C2C(C)NC2=C(C(=O)O)C=CC=C2)C)C=2C=C1C(=NC2)N(C(=C1C)C)C 2-((1-(3,7-dimethyl-4-oxo-2-(1,2,3-trimethyl-1H-pyrrolo[2,3-b]pyridin-5-yl)-4H-pyrido[1,2-a]pyrimidin-9-yl)ethyl)amino)benzoic acid